N-((4R)-1-Oxo-4,5-dihydro-1H-benzo[b][1,2,4]oxadiazolo[4,3-d][1,4]oxazepin-4-yl)-4-phenoxypicolinamide O=C1ON=C2N1C1=C(OC[C@@H]2NC(C2=NC=CC(=C2)OC2=CC=CC=C2)=O)C=CC=C1